COC1=C(C=CC(=C1)OC)CNC=1N=CC2=C(N1)N(CC(=C2)N2CCN(C1=C(C=CC=C21)C)C(C=C)=O)C2=CC=C(C=C2)CN2CCOCC2 2-[(2,4-dimethoxyphenyl)methylamino]-6-(5-methyl-4-prop-2-enoyl-2,3-dihydroquinoxalin-1-yl)-8-[4-(morpholinomethyl)phenyl]pyrido[2,3-d]pyrimidin